CN([C@@H]1CN(CC1)C(=O)OC(C)(C)C)C=1C=NC2=CC=CC=C2C1 tert-butyl (S)-3-(methyl (quinolin-3-yl)amino)pyrrolidine-1-carboxylate